C(C)OC(=O)C=1C(=NN2C1N=C(C(=C2Cl)F)Cl)N 2-amino-5,7-dichloro-6-fluoropyrazolo[1,5-a]pyrimidine-3-carboxylic acid ethyl ester